[I-].C1(=CC=CC2=CC=CC=C12)OC(=O)OCC[N+](C)(C)C naphthoxycarbonyl-choline iodide